silicon-yttrium neodymium [Nd].[Y].[Si]